hexabromocyclooctane BrC1(C(C(CCCCC1)(Br)Br)(Br)Br)Br